1-methyl-3-(1-oxo-4-((7-(((1R,2S,4R)-1,7,7-trimethylbicyclo[2.2.1]heptan-2-yl)amino)heptyl)thio)isoindolin-2-yl)piperidine-2,6-dione CN1C(C(CCC1=O)N1C(C2=CC=CC(=C2C1)SCCCCCCCN[C@@H]1[C@@]2(CC[C@H](C1)C2(C)C)C)=O)=O